F[C@@H]1C[C@]2(CCCN2C1)[C@H](C)OC1=NC2=C(C(=C(C=C2C(=N1)N1CC2CCC(C1)N2)Cl)C2=C(C(=CC(=N2)N)C)C(F)(F)F)F 6-{2-[(1S)-1-[(2R,7aR)-2-fluoro-hexahydro-1H-pyrrolizin-7a-yl]ethoxy]-6-chloro-4-{3,8-diazabicyclo[3.2.1]oct-3-yl}-8-fluoroquinazolin-7-yl}-4-methyl-5-(trifluoromethyl)pyridin-2-amine